[3-(4-chloro-2-fluorophenyl)-5-(2,4-difluorophenyl)isoxazol-4-yl]pyrid-3-ylmethanol ClC1=CC(=C(C=C1)C1=NOC(=C1C(O)C=1C=NC=CC1)C1=C(C=C(C=C1)F)F)F